CC(C)NCC(COC1=CC=C(C=C1)NC(=O)C)O The molecule is n-(4-Hydroxyphenyl)acetamide in which the hydrogen of the phenolic hydroxy group is substituted by a 3-(isopropylaminoamino)-2-hydroxypropyl group. A selective beta blocker, it has been used in the emergency treatment of cardiac arrhythmias. It has a role as a beta-adrenergic antagonist and an anti-arrhythmia drug. It is a propanolamine, a member of ethanolamines, a secondary alcohol, a member of acetamides and a secondary amino compound.